ClC1=CC(=C(N)C=C1Cl)C(F)(F)F 4,5-dichloro-2-(trifluoromethyl)aniline